N,N'-diphenyl-N,N'-di(m-tolyl)-benzidine C1(=CC=CC=C1)N(C1=CC=C(C=C1)C1=CC=C(N(C=2C=C(C=CC2)C)C2=CC=CC=C2)C=C1)C=1C=C(C=CC1)C